FC(C1=CC=C(C=C1)[Se][Se]C1=CC=C(C=C1)C(F)(F)F)(F)F Bis(4-trifluoromethylphenyl) diselenide